[4-({4-[(2-cyanoethyl)(cyclopropyl)amino]cyclohexyl}amino)-3-nitrophenyl]sulfonyl-2-(1H-pyrrolo[2,3-b]pyridin-5-yloxy)benzamide C(#N)CCN(C1CCC(CC1)NC1=C(C=C(C=C1)S(=O)(=O)C=1C(=C(C(=O)N)C=CC1)OC=1C=C2C(=NC1)NC=C2)[N+](=O)[O-])C2CC2